CN1N=C(C=2C1=NC=C(C2)S(=O)(=O)N2[C@H]1CC(C[C@@H]2CC1)N1CCC(CC1)C)C 1,3-dimethyl-5-(((1r,3s,5s)-3-(4-methylpiperidin-1-yl)-8-azabicyclo[3.2.1]oct-8-yl)sulfonyl)-1H-pyrazolo[3,4-b]pyridine